[4-(5-methyloxazolo[4,5-b]pyridin-2-yl)piperazin-1-yl]-[4-(3-phenoxyazetidin-1-yl)phenyl]methanone CC1=CC=C2C(=N1)N=C(O2)N2CCN(CC2)C(=O)C2=CC=C(C=C2)N2CC(C2)OC2=CC=CC=C2